6-chloro-2-(4-(2-fluorophenyl)-2-(pyrrolidin-1-yl)pyridin-3-yl)-3H-imidazo[4,5-c]pyridine ClC1=CC2=C(C=N1)NC(=N2)C=2C(=NC=CC2C2=C(C=CC=C2)F)N2CCCC2